FC(CP(OC=C)(OC=C)=O)(F)F divinyl (2,2,2-trifluoroethyl)phosphonate